FC(OC=1C=C(C=CC1F)C=1C=C2C(=NC1)C=NN2C[C@H]2CN(C(O2)=O)C)F |r| (RS)-5-((6-(3-(Difluoromethoxy)-4-fluorophenyl)-1H-pyrazolo[4,3-b]pyridin-1-yl)methyl)-3-methyloxazolidin-2-one